(3-azidopropyl)-cytosine N(=[N+]=[N-])CCCNC1=NC(NC=C1)=O